5-(tert-butoxycarbonyl)-4,5,6,7-tetrahydrothiazolo[5,4-c]Pyridine-2-carboxylic acid C(C)(C)(C)OC(=O)N1CC2=C(CC1)N=C(S2)C(=O)O